C(#N)C(C(=O)NCCOC(C(=C)C)=O)=C1C2=CC=CC=C2SC=2C(=CC(=CC12)Cl)Cl (E)-methacrylic acid 2-(2-cyano-2-(2,4-dichloro-9H-thioxanthen-9-ylidene) acetamido)Ethyl ester